(2S,3S)-1-(3-cyano-6-methyl-4-(trifluoromethyl)pyridin-2-yl)-3-hydroxy-N-methyl-N-(m-tolyl)pyrrolidine-2-carboxamide Methyl-3-isopropyl-1-methyl-1H-pyrazole-5-carboxylate COC(=O)C1=CC(=NN1C)C(C)C.C(#N)C=1C(=NC(=CC1C(F)(F)F)C)N1[C@@H]([C@H](CC1)O)C(=O)N(C=1C=C(C=CC1)C)C